N,N-bis(carboxylatomethyl)L-glutamat C(=O)([O-])CN([C@@H](CCC(=O)[O-])C(=O)[O-])CC(=O)[O-]